5-(hydroxymethyl)-4-methylimidazolidine-2-one OCC1C(NC(N1)=O)C